[Sb].[Cd] cadmium Antimony